CC=1C=C2C(=NC1)C1(CCN(CC1)C=1OC3(C(N1)=O)CC1=CC=CC=C1C3)OC2=O 3-methyl-1'-(4'-oxo-1,3-dihydro-4'H-spiro[indene-2,5'-[1,3]oxazol]-2'-yl)-5H-spiro[furo[3,4-b]pyridine-7,4'-piperidin]-5-one